C(C)(C)C1=CNC=2N=C(N=C(C21)N)C2=CC=CC=C2 isopropyl-2-phenyl-7H-pyrrolo[2,3-d]pyrimidin-4-amine